C(=O)[C@@H]1C[C@H](CCC1)NC(OC(C)(C)C)=O tert-butyl ((1S,3S)-3-formylcyclohexyl)carbamate